BrC=1C=C2C(=NN(C(C2=CC1)=O)NC(CC1=CC(=CC(=C1)F)F)=O)C1=CC=C(C=C1)OC N-[6-bromo-4-(4-methoxyphenyl)-1-oxophthalazin-2(1H)-yl]-2-(3,5-difluorophenyl)acetamide